2',3'-difluoro-4'-(4-propyl-cyclohex-1-enyl)-4-trifluoromethyl-biphenyl-2-ol FC1=C(C=CC(=C1F)C1=CCC(CC1)CCC)C=1C(=CC(=CC1)C(F)(F)F)O